benzene di-ammonium [NH4+].[NH4+].C1=CC=CC=C1